COCCOC=1C=C(OC2CN(C2)C=2C(=C(C(=O)O)C=CC2)N2C=CC=C2)C=CC1COCCOC 3-(3-(3-(2-methoxyethoxy)-4-((2-methoxyethoxy)methyl)phenoxy)azetidin-1-yl)-2-(1H-pyrrol-1-yl)benzoic acid